Ethyl (Z)-3-((3-methoxyphenyl)imino)-2-(4'-(trifluoromethoxy)-[1,1'-biphenyl]-4-yl)butanoate COC=1C=C(C=CC1)\N=C(/C(C(=O)OCC)C1=CC=C(C=C1)C1=CC=C(C=C1)OC(F)(F)F)\C